N-(3-(trifluoromethoxy)phenyl)-2-azabicyclo[3.1.0]hexane-3-carboxamide FC(OC=1C=C(C=CC1)NC(=O)C1NC2CC2C1)(F)F